O=C1NC(CCC1NC1=CC=C(C=C1)C1CCN(CC1)CC1=CC=C(C=C1)C=1C=C2C(=NC=NN2C1)C1=CC(=C(C=C1)CNC(=O)C=1C=NC=CC1)C)=O N-[[4-[6-[4-[[4-[4-[(2,6-dioxo-3-piperidyl)amino]phenyl]-1-piperidyl]methyl]phenyl]pyrrolo[2,1-f][1,2,4]triazin-4-yl]-2-methyl-phenyl]methyl]pyridine-3-carboxamide